C(C=C)(=O)OC(C(=O)O)CC acryloxybutanoic acid